1-(2-((1R,3S,5R)-3-((6-bromo-3-methylpyridin-2-yl)carbamoyl)-5-methyl-2-azabicyclo[3.1.0]hexan-2-yl)-2-oxoethyl)-5-(2-methylpyrimidin-5-yl)-1H-indazole-3-carboxamide BrC1=CC=C(C(=N1)NC(=O)[C@H]1N([C@@H]2C[C@@]2(C1)C)C(CN1N=C(C2=CC(=CC=C12)C=1C=NC(=NC1)C)C(=O)N)=O)C